BrC=1C(=C(C=CC1)S(=O)(=O)NC(C)(C)C)CCO 3-bromo-2-(2-hydroxyethyl)-N-(2-methylpropan-2-yl)benzenesulfonamide